C(C)(C)OC1=CC=C(C=N1)CNC=1C=CC=C2C(=CC=NC12)C=1C=NN(C1)CCO 2-(4-(8-(((6-isopropoxypyridin-3-yl)methyl)amino)quinolin-4-yl)-1H-pyrazol-1-yl)ethan-1-ol